(S)-8-((3S,5R)-4-acryloyl-3,5-dimethylpiperazin-1-yl)-3-(4-fluorophenoxy)-l-1-(4-fluorophenyl)-10-(trifluoromethyl)-3,4-dihydro-2H,6H-[1,4]thiazepino[2,3,4-ij]quinazolin-6-one C(C=C)(=O)N1[C@H](CN(C[C@H]1C)C1=NC(N2C3=C(C=C(C=C13)C(F)(F)F)S(C[C@H](C2)OC2=CC=C(C=C2)F)C2=CC=C(C=C2)F)=O)C